(2R,4R)-1-(5-chloro-3-iodo-1-(2,2,2-trifluoroethyl)-1H-pyrazolo[4,3-b]pyridin-7-yl)-2-methylpiperidin-4-ol ClC1=CC(=C2C(=N1)C(=NN2CC(F)(F)F)I)N2[C@@H](C[C@@H](CC2)O)C